C(CCCCCCCCCCCCCCC)N1C(=C(C(C2=C(C=C(C=C12)OC1OCCCC1)OC1OCCCC1)=O)OC1OCCCC1)C1=CC=C(C=C1)OC1OCCCC1 N-hexadecyl-2-(4-tetrahydropyranyloxyphenyl)-3,5,7-tritetrahydropyranyloxyquinolin-4-one